CC1=NC(=C2NC=NC2=N1)NCC1=CC(=C(C(=C1)OC)OC)OC 2-methyl-6-(3,4,5-trimethoxybenzylamino)purine